2-[4-(Difluoromethyl)phenyl]-N-[4-(5-fluoropyridin-3-yl)-3-sulfamoylphenyl]acetamide FC(C1=CC=C(C=C1)CC(=O)NC1=CC(=C(C=C1)C=1C=NC=C(C1)F)S(N)(=O)=O)F